2-[2-[[6-methoxy-5-[[4-(trimethylammonio)-1-piperidyl]sulfonyl]-1,3-benzothiazol-2-yl]methylcarbamoyl]indan-2-yl]acetate COC1=CC2=C(N=C(S2)CNC(=O)C2(CC3=CC=CC=C3C2)CC(=O)[O-])C=C1S(=O)(=O)N1CCC(CC1)[N+](C)(C)C